FC(C=1N=CN(C1)CC=1C=C(C=CC1OC1=CC=CC=C1)N1C(N(C(NC1=O)=O)C1=CC(=CC=C1)C)=O)F 1-(3-{[4-(Difluoromethyl)-1H-imidazol-1-yl]methyl}-4-phenoxyphenyl)-3-(3-methylphenyl)-1,3,5-triazinan-2,4,6-trion